C(=O)(OC(C)(C)C)NC[C@H](O)C(=O)O N-Boc-(S)-isoserine